β-(3,4-epoxycyclohexyl)ethylmethoxyethoxydiethylsilane C1(CC2C(CC1)O2)CC[Si](CC)(CC)OCCOC